6-(naphthalen-1-yl)-1-(piperazin-1-yl)-5,6,7,8-tetrahydro-2,6-naphthyridine-4-carbonitrile Hydrochloride Cl.C1(=CC=CC2=CC=CC=C12)N1CC=2C(=CN=C(C2CC1)N1CCNCC1)C#N